BrC1=C(N)C(=CC(=C1)C=1[Se]C2=C(N1)C=C(C=C2)F)C 2-bromo-4-(5-fluorobenzoselenazol-2-yl)-6-methylaniline